4-(3-methyltetrahydro-2H-pyran-4-yl)phenol CC1COCCC1C1=CC=C(C=C1)O